racemic-4-(4-cyano-2-methoxyphenyl)-5-ethoxy-N-(4-methoxybenzyl)-2,8-dimethyl-1,4-dihydro-1,6-naphthyridine-3-carboxamide C(#N)C1=CC(=C(C=C1)[C@H]1C(=C(NC2=C(C=NC(=C12)OCC)C)C)C(=O)NCC1=CC=C(C=C1)OC)OC |r|